C(C1=CC=CC=C1)OC(=O)N1C(CCCC1)C1=NC=NN1COCC[Si](C)(C)C (1-((2-(trimethylsilyl)ethoxy)methyl)-1H-1,2,4-triazol-5-yl)piperidine-1-Carboxylic acid benzyl ester